mercapto-formate SC(=O)[O-]